3,6-dihydro-2H-pyran-4-yl triflate O(S(=O)(=O)C(F)(F)F)C=1CCOCC1